di(4-bromophenyl)acetylene BrC1=CC=C(C=C1)C#CC1=CC=C(C=C1)Br